C(C)(C)C1=CC=2C(=NC=CC2B(O)O)N1 2-ISOPROPYL-1H-PYRROLO[2,3-B]PYRIDIN-4-YLBORONIC ACID